C12(CC3CC(CC(C1)C3)C2)NC(COC2=NC(=NC(=C2)OC)SC)=O N-(adamantan-1-yl)-2-((6-methoxy-2-(methylthio)pyrimidin-4-yl)oxy)acetamide